ClC=1C=C(C=CC1)C1=NC(=NC(=C1)C1=CC=2C(C3=CC=CC=C3C2C=C1)(C)C)C1=CC=CC=2C3=CC=CC=C3N(C12)C1=CC=CC=C1 (4-(3-chlorophenyl)-6-(9,9-dimethyl-9H-fluoren-2-yl)pyrimidin-2-yl)-9-phenyl-9H-carbazole